C12NCCC(NC1)CC2 2,6-diazabicyclo[3.2.2]nonane